2-((4-((R)-2-(4-chlorophenyl)-6-fluoro-2,3-dihydrobenzo[b][1,4]dioxin-5-yl)piperidin-1-yl)methyl)-1-(((S)-oxetan-2-yl)methyl)-1H-benzo[d]imidazole-6-carboxylic acid ClC1=CC=C(C=C1)[C@@H]1COC2=C(O1)C=CC(=C2C2CCN(CC2)CC2=NC1=C(N2C[C@H]2OCC2)C=C(C=C1)C(=O)O)F